CO[Si](CCCN1CCN(CC1)C)(OC)OC 1-[3-(trimethoxysilyl)-propyl]-4-methylpiperazine